1H-pyrazole-4-carboxylic acid ethyl ester trifluoroacetate FC(C(=O)O)(F)F.C(C)OC(=O)C=1C=NNC1